CC1=C(C=CC(=C1)OCC1OC1)N(CC1OC1)CC1OC1 N-[2-methyl-4-(oxiranylmethoxy)phenyl]-N-(oxiranylmethyl)oxiranmethanamine